3-[6-Amino-8-(5-iodo-2,3-dihydro-benzofuran-6-ylsulfanyl)-purin-9-yl]-N-isobutyl-propionamide NC1=C2N=C(N(C2=NC=N1)CCC(=O)NCC(C)C)SC1=CC2=C(CCO2)C=C1I